C(C)(C)(C)OC(=O)N1C(C(CC1)N(C)C1=NC(=NC2=C(C(=C(C=C12)Cl)Br)I)Cl)C tert-butyl-3-[(7-bromo-2,6-dichloro-8-iodo-quinazolin-4-yl)-methyl-amino]-2-methyl-pyrrolidine-1-carboxylate